C1=C(C=CC2=CC=CC=C12)\C(\C)=N/NC(=O)C=1OC=CC1 (Z)-N'-(1-(naphthalen-2-yl)ethylidene)furan-2-carbohydrazide